(R)-2-(3-(3,5-difluoro-6-(piperidin-3-ylamino)pyridin-2-yl)-7-methoxyimidazo[1,2-b]pyridazin-6-yl)isothiazolidine 1,1-dioxide FC=1C(=NC(=C(C1)F)N[C@H]1CNCCC1)C1=CN=C2N1N=C(C(=C2)OC)N2S(CCC2)(=O)=O